N-(3-Chloro-2-methylphenyl)-N1-(4-methoxyphenyl)-6-morpholin-4-yl-[1,3,5]triazine-2,4-diamine ClC=1C(=C(C=CC1)NC1N(C(=NC(=N1)N)N1CCOCC1)C1=CC=C(C=C1)OC)C